BrC=1C=NC(=C(C#N)C1)N1CC(C1)(C)OC1CCC1 5-bromo-2-(3-cyclobutoxy-3-methylazetidin-1-yl)nicotinonitrile